C[C@H]1NCCOC1 (R)-3-methylmorpholine